di-n-octyl-dithiocarbamic acid lanthanum [La].C(CCCCCCC)N(C(S)=S)CCCCCCCC